N-[(6-Amino-2-pyridyl)sulfonyl]-2-[(2S,5R)-2,5-dimethylpyrrolidin-1-yl]-6-(3-isobutoxyphenyl)pyridin-3-carboxamid NC1=CC=CC(=N1)S(=O)(=O)NC(=O)C=1C(=NC(=CC1)C1=CC(=CC=C1)OCC(C)C)N1[C@H](CC[C@H]1C)C